Bis(1,2,2,6,6-pentamethyl-4-piperidinyl)-bis(tridecyl)-1,2,3,4-butanetetracarboxate CN1C(CC(CC1(C)C)C(C(C(C(C(=O)[O-])C1CC(N(C(C1)(C)C)C)(C)C)(C(=O)[O-])CCCCCCCCCCCCC)(C(=O)[O-])CCCCCCCCCCCCC)C(=O)[O-])(C)C